NCC1(CCC1)C(=O)NC=1C=CC(=NC1)C=1N=NN(C1NC(O[C@H](C)C=1C(=NC=C(C1)F)F)=O)C (R)-1-(2,5-difluoropyridin-3-yl)ethyl (4-(5-(1-(aminomethyl)cyclobutane-1-carboxamido)pyridin-2-yl)-1-methyl-1H-1,2,3-triazol-5-yl)carbamate